N-[4-(3-cyanophenyl)-5-(2,6-dimethyl-4-pyridinyl)thiazol-2-yl]-4-methylsulfonyl-piperidine-1-carboxamide C(#N)C=1C=C(C=CC1)C=1N=C(SC1C1=CC(=NC(=C1)C)C)NC(=O)N1CCC(CC1)S(=O)(=O)C